1-(4-(4-methylbenzyl)piperazinyl)-3-(3-hydroxyphenyl)-1-propanone CC1=CC=C(CN2CCN(CC2)C(CCC2=CC(=CC=C2)O)=O)C=C1